ClC1=NC(=C2N=CN(C2=N1)[C@@H]1[C@@H]2[C@]([C@@H]3[C@H]1OC(O3)(C)C)(C2)CSCC)NC(C2CCCC2)C2CCCC2 2-Chloro-N-(dicyclopentylmethyl)-9-((3aR,3bS,4aS,5R,5aS)-3b-((ethylthio)methyl)-2,2-dimethylhexahydrocyclopropa[3,4]cyclopenta[1,2-d][1,3]dioxol-5-yl)-9H-purin-6-amine